6-(trifluoromethyl)imidazo[1,2-a]pyridine-8-carboxylic acid FC(C=1C=C(C=2N(C1)C=CN2)C(=O)O)(F)F